FCC1CN(CCN1C)NC1=C(C=CC=C1)OC(F)(F)F (3-(fluoromethyl)-4-methylpiperazin-1-yl)-2-(trifluoromethoxy)aniline